C(CCCCCCCCCCCCC)(=O)OC1=C(C(=C(C(=C1F)F)F)F)F perfluorophenyl myristate